CSC1=NC=C(C(=N1)NC=1C=C(C=CC1)NC(OC(C)(C)C)=O)CNC(C)C1=CC=CC=C1 tert-butyl (3-((2-(methylthio)-5-(((1-phenylethyl)amino)methyl)pyrimidin-4-yl)amino)phenyl)carbamate